((2RS,4RS)-4-(6-amino-1H-[1,2,3]triazolo[4,5-c]pyridin-1-yl)tetrahydro-2H-pyran-2-yl)((S)-6,8-dichloro-1-methyl-3,4-dihydroisoquinolin-2(1H)-yl)methanone NC1=CC2=C(C=N1)N=NN2[C@H]2C[C@@H](OCC2)C(=O)N2[C@H](C1=C(C=C(C=C1CC2)Cl)Cl)C |&1:10,12|